C(C)(=O)N1CC=2N(CC1)C(=NC2C2=CC=CC=1N2C=NC1C=1C=CC(=NC1)C(=O)OC)CC methyl 5-(5-(7-acetyl-3-ethyl-5,6,7,8-tetrahydroimidazo[1,5-a]pyrazin-1-yl)imidazo[1,5-a]pyridin-1-yl)picolinate